CC1(OB(OC1(C)C)C1=CC=CC=C1)C 4-(4,4,5,5-tetramethyl-1,3,2-dioxaborol-2-yl)benzene